BrC1=NC(=CC=C1C=1C(=NC(=CC1)OCC)C(=O)N)Cl (2-bromo-6-chloropyridin-3-yl)-6-ethoxypyridinecarboxamide